4-(2-hydroxypropan-2-yl)-3-(1H-benzimidazole-5-yl)benzoic acid, Methyl ester OC(C)(C)C1=C(C=C(C(=O)OC)C=C1)C1=CC2=C(NC=N2)C=C1